N8-benzyl-3-isopropyl-N6-[(1-methylpyrazol-4-yl)methyl]-[1,2,4]triazolo[4,3-b]pyridazine-6,8-diamine C(C1=CC=CC=C1)NC=1C=2N(N=C(C1)NCC=1C=NN(C1)C)C(=NN2)C(C)C